NC(C)(C)C1=CC(=NC(=C1)C1=C(C=C(C(=C1)F)F)F)OC1[C@@H]2CN(C[C@H]12)C(=O)C=1C(=NN(C1)C1=NC=CC=N1)C ((1R,5S,6s)-6-((4-(2-aminopropan-2-yl)-6-(2,4,5-trifluorophenyl)pyridin-2-yl)oxy)-3-azabicyclo[3.1.0]hexan-3-yl)(3-methyl-1-(pyrimidin-2-yl)-1H-pyrazol-4-yl)methanone